2-(2-chlorophenyl)-N-(1-isopropyl-5-sulfamoylisoquinolin-7-yl)acetamide monohydroxyhydroxyacrylate OC=C(C(=O)O)O.ClC1=C(C=CC=C1)CC(=O)NC1=CC(=C2C=CN=C(C2=C1)C(C)C)S(N)(=O)=O